5-[[2-[(2R,5S)-2-[(R,3R)-3-hydroxycyclohexyl]-5-methyl-1-piperidyl]-2-oxo-acetyl]amino]pyridine-3-carboxamide O[C@H]1C[C@@H](CCC1)[C@@H]1N(C[C@H](CC1)C)C(C(=O)NC=1C=C(C=NC1)C(=O)N)=O